hexamethyl-cyclotriphosphazene CP1(=NP(=NP(=N1)(C)C)(C)C)C